6-[5-[[1-[2-(aminomethyl)-3,3-difluoro-allyl]-5-oxo-1,2,4-triazol-4-yl]methyl]-2-thienyl]-3-methyl-1,4-dihydroquinazolin-2-one NCC(CN1N=CN(C1=O)CC1=CC=C(S1)C=1C=C2CN(C(NC2=CC1)=O)C)=C(F)F